[Cl-].C(CCCCCCCCCCCCCC)[N+](CCC[Si](OC)(OC)OC)(C)C pentadecyl-di-methyl-(3-trimethoxysilylpropyl)azanium chloride